pentanetetrathiol tetrakis(3-mercaptopropionate) SCCC(=O)O.SCCC(=O)O.SCCC(=O)O.SCCC(=O)O.C(C(CCC)S)(S)(S)S